(3R)-thiomorpholine-3-carboxylic acid benzyl ester C(C1=CC=CC=C1)OC(=O)[C@H]1NCCSC1